phenylpropanecarboxylic acid C1(=CC=CC=C1)C(CC)C(=O)O